α,α-dibromopara-xylene BrC(C1=CC=C(C=C1)C)Br